(S)-azidonorvaline N(=[N+]=[N-])N[C@@H](CCC)C(=O)O